C(CCC)N1C2=CC=CC=C2SC=2C=C(C(=CC12)OC)C=O 10-butyl-2-methoxy-10H-phenothiazine-3-formaldehyde